ClC=1C=C2C(=CC(=NC2=CC1)C(F)(F)F)NC1CCC(CC1)NC(=O)C1=CC=CC=2N=CSC21 N-[(1s,4s)-4-{[6-chloro-2-(trifluoromethyl)quinolin-4-yl]amino}cyclohexyl]-1,3-benzothiazole-7-carboxamide